COC1=CC(=C(C=C1)B(O)O)[N+](=O)[O-] 4-METHOXY-2-NITROPHENYLBORONIC ACID